((2S)-1-methylpyrrolidin-2-yl)methanol CN1[C@@H](CCC1)CO